N[C@@H](C(=O)NC1=CC=C(C=C1)C1=C2C(=NC=C1C)NC=C2)C(C)(C)C (2R)-2-Amino-3,3-dimethyl-N-[4-(5-methyl-1H-pyrrolo[2,3-b]pyridin-4-yl)phenyl]butanamide